C1(CC1)NCC1=C(C2=C(C=CC(=NO2)O)C=C1)O 8-((cyclopropylamino)methyl)-3,9-dihydroxybenzo[5,6]oxazepin